ClC1=C(C=NN1[C@@H]1C(C1)(F)F)NC1=NC2=CC(=C(C=C2C=N1)C)C1CCN(CC1)[C@]1([C@H](COC1)O)C (S)-(3R,4R)-4-[4-(2-{[5-chloro-1-(2,2-difluorocyclopropyl)-1H-pyrazol-4-yl]amino}-6-methylquinazolin-7-yl)piperidin-1-yl]-4-methyloxolan-3-ol